2-oxa-7-azaspiro[4.4]nonane hydrochloride Cl.C1OCCC12CNCC2